OCC1=CC=C(C=N1)C1=CC=CC=2N(C(NC21)=O)C2CCNCC2 4-[6-(Hydroxymethyl)pyridin-3-yl]-1-(piperidin-4-yl)-2,3-dihydro-1H-1,3-benzodiazol-2-one